N-[2-(2-amino-ethoxy)ethyl]-4-[[3-(2,5-difluoro-4-methoxy-phenyl)imidazo[1,2-a]pyrazin-8-yl]amino]-2-ethyl-benzamide NCCOCCNC(C1=C(C=C(C=C1)NC=1C=2N(C=CN1)C(=CN2)C2=C(C=C(C(=C2)F)OC)F)CC)=O